4-fluorobenzo[d]isoxazol-3-amine FC1=CC=CC2=C1C(=NO2)N